Trityl-cysteine C(C1=CC=CC=C1)(C1=CC=CC=C1)(C1=CC=CC=C1)N[C@@H](CS)C(=O)O